ethyl 3-(4-phenoxyphenyl)-4,5-dihydro-1,2-oxazole-5-carboxylate O(C1=CC=CC=C1)C1=CC=C(C=C1)C1=NOC(C1)C(=O)OCC